C1(=CC=CC=C1)S(=O)(=O)N1C=C(C=2C1=NC(=CC2)C=2N(N=NC2)C)C2=NC(=NC=C2C(F)(F)F)N[C@@H]2CC[C@H](N(C2)C(=O)OCC2=CC=CC=C2)C benzyl (2R,5R)-5-[[4-[1-(benzenesulfonyl)-6-(3-methyltriazol-4-yl) pyrrolo[2,3-b]pyridin-3-yl]-5-(trifluoromethyl)pyrimidin-2-yl]amino]-2-methyl-piperidine-1-carboxylate